CON(C(C1=CC(=C(C=C1)N)N)=O)C N-methoxy-N-methyl-3,4-diaminobenzamide